3-(1-((2-aminoethyl)(ethyl)amino)ethyl)-2-bromobenzonitrile NCCN(C(C)C=1C(=C(C#N)C=CC1)Br)CC